ClC1=C(C=CC(=C1)Cl)CN1N=C(C2=CC(=CC=C12)F)C(=O)O 1-[(2,4-dichlorophenyl)methyl]-5-fluoroindazole-3-carboxylic acid